3-[(1R)-1-aminoethyl]-2-fluoro-5-nitro-benzonitrile N[C@H](C)C=1C(=C(C#N)C=C(C1)[N+](=O)[O-])F